1,3-dimethylbutyl acetate C(C)(=O)OC(CC(C)C)C